BrCCCSC1=C2CN(C(C2=CC=C1)=O)C1C(NC(CC1)=O)=O 3-(4-((3-bromopropyl)thio)-1-oxoisoindolin-2-yl)piperidine-2,6-dione